tert-butyl 4-(5-(methoxy(methyl)carbamoyl) oxazol-2-yl)piperazine-1-carboxylate CON(C(=O)C1=CN=C(O1)N1CCN(CC1)C(=O)OC(C)(C)C)C